Cl.Cl.FC=1C=CC(=C(C1)C(N1C(C2=CC(=CC=C2C1)C1=CC=C(C=C1)C1CCN(CC1)C)=O)C1=CN=C(N1)C)O 2-[(5-fluoro-2-hydroxy-phenyl)-(2-methyl-1H-imidazol-5-yl)methyl]-6-[4-(1-methyl-4-piperidinyl)phenyl]isoindolin-1-one, dihydrochloride